FC=1C(N(C=CC1C1=C(N=C(C=2N1N=CC2)N2CCC1(CC2)[C@@H](C=2C(=NC=CC2)C1)N[S@](=O)C(C)(C)C)C)C)=O (R)-N-[(5S)-1'-[7-(3-fluoro-1-methyl-2-oxo-4-pyridyl)-6-methyl-pyrazolo[1,5-a]pyrazin-4-yl]spiro[5,7-dihydrocyclopenta[b]pyridine-6,4'-piperidine]-5-yl]-2-methyl-propane-2-sulfinamide